N1(N=CC=C1)C1CN(CCC1)C(=O)OC(C)(C)C tert-Butyl 3-(1H-pyrazol-1-yl)piperidine-1-carboxylate